C1(=CC=CC=2C3=CC=CC=C3PC12)C1(NC(=CC=C1)C1=CC=CC=2C3=CC=CC=C3PC12)C 2,6-bis(9-phosphafluorenyl)picoline